tert-butyl N-(3-[[2-(2,6-dioxopiperidin-3-yl)-1,3-dioxoisoindol-4-yl]oxy]propyl)carbamate O=C1NC(CCC1N1C(C2=CC=CC(=C2C1=O)OCCCNC(OC(C)(C)C)=O)=O)=O